2-(6-(aminomethyl)pyridin-2-yl)propane NCC1=CC=CC(=N1)C(C)C